F[P-](F)(F)(F)(F)F.N(C1=CC=CC=C1)[N+]#N anilinediazonium hexafluorophosphate